methyl 2-((4-(5-fluoro-4-(methoxymethoxy)pyrimidin-2-yl)cyclohex-3-en-1-yl)methyl)-3-(((S)-oxetan-2-yl)methyl)-3H-imidazo[4,5-b]pyridine-5-carboxylate FC=1C(=NC(=NC1)C1=CCC(CC1)CC1=NC=2C(=NC(=CC2)C(=O)OC)N1C[C@H]1OCC1)OCOC